N-{bicyclo[1.1.1]pentan-1-yl}-2,4-dioxo-1,3-dihydroquinazoline-6-sulfonamide C12(CC(C1)C2)NS(=O)(=O)C=2C=C1C(NC(NC1=CC2)=O)=O